COC(C1=CC(=NC=C1)C1=C(C=CC=C1)OC)=O 2-(2-methoxyphenyl)isonicotinic acid methyl ester